BrC=1C=C(OC1)C(=O)N1CC2=C(NC=3C=CC(=CC23)C)CC1 (4-Bromo-2-furyl)-(8-methyl-1,3,4,5-tetrahydropyrido[4,3-b]indol-2-yl)methanone